2,2-difluoro-2-(2-methoxyphenyl)acetic acid FC(C(=O)O)(C1=C(C=CC=C1)OC)F